Acetyl-leucine-2,3,3,4-d4 Manganese(IV) Hydroxide [OH-].[Mn+4].C(C)(=O)N[C@@](C(C(C)(C)[2H])([2H])[2H])(C(=O)O)[2H].[OH-].[OH-].[OH-]